1-(4-bromothiophen-2-yl)cyclopropane-1-carboximidamide hydrochloride Cl.BrC=1C=C(SC1)C1(CC1)C(N)=N